NCCC(C1=CC=C(CC[Si](OC)(OC)OC)C=C1)N p-(aminoethyl-aminomethyl)phenethyltrimethoxysilane